3,3,4,4,5,5,6,6,7,7,8,8,8-tridecafluorooctyltriethoxysilane FC(CC[Si](OCC)(OCC)OCC)(C(C(C(C(C(F)(F)F)(F)F)(F)F)(F)F)(F)F)F